ClC1=NC=C(C(=C1)C1=C(C=NC(=C1)C)C(=O)NC=1SC(=NN1)C(N(C1CCC(CC1)O)C)=O)OC 2'-Chloro-5'-methoxy-6-methyl-N-(5-{methyl-[(1s,4s)-4-hydroxycyclohexyl]carbamoyl}-1,3,4-thiadiazol-2-yl)-[4,4'-bipyridine]-3-carboxamide